(quinoxalin-6-yl-2,3-d2)ethan-1-ol N1=C(C(=NC2=CC(=CC=C12)C(C)O)[2H])[2H]